OC1=C(C=CC=C1)C1=CC2=C(N=N1)C=C(N2C2COC2)C2CN(C2)C(=O)OC(C)(C)C tert-butyl 3-(3-(2-hydroxyphenyl)-5-(oxetan-3-yl)-5H-pyrrolo[3,2-c]pyridazin-6-yl)azetidine-1-carboxylate